tert-butyl 4-(piperidine-1-carbonyl)piperazine-1-carboxylate N1(CCCCC1)C(=O)N1CCN(CC1)C(=O)OC(C)(C)C